2,4,4-Trimethyl-6-oxo-1-toluenesulfonyl-1,4,5,6-tetrahydrocyclopenta[b]pyrrole-3-carboxylic acid ethyl ester C(C)OC(=O)C=1C2=C(N(C1C)S(=O)(=O)CC1=CC=CC=C1)C(CC2(C)C)=O